tert-butyl (1R,5S)-3-(6-chloro-1-(3-(dimethylamino) propyl)-8-fluoro-7-((R or S)-3-hydroxynaphthalen-1-yl)-2-oxo-1,2-dihydroquinazolin-4-yl)-3,8-diazabicyclo[3.2.1]octane-8-carboxylate ClC=1C=C2C(=NC(N(C2=C(C1C1=CC(=CC2=CC=CC=C12)O)F)CCCN(C)C)=O)N1C[C@H]2CC[C@@H](C1)N2C(=O)OC(C)(C)C